5-fluoro-3-((2R,4S)-4-fluoro-1-(3-(4-((S)-2-hydroxypropyl)pyridin-2-yl)imidazo[1,2-b]pyridazin-6-yl)pyrrolidin-2-yl)pyridin-2-ol FC=1C=C(C(=NC1)O)[C@@H]1N(C[C@H](C1)F)C=1C=CC=2N(N1)C(=CN2)C2=NC=CC(=C2)C[C@H](C)O